4-(4-(3-(4-Bromophenyl)-4,5-dihydro-1H-pyrazol-5-yl)phenoxy)-N-methylpicolinamide BrC1=CC=C(C=C1)C1=NNC(C1)C1=CC=C(OC2=CC(=NC=C2)C(=O)NC)C=C1